FC1=C(C=CC(=C1)N1CC(C1)O)C1C(NC(CC1)=O)=O 3-(2-fluoro-4-(3-hydroxyazetidin-1-yl)phenyl)piperidine-2,6-dione